N-(methyl-d3)-4-((5-methyl-2-(methyl-d3)-4,5-dihydro-2H-pyrazolo[4,3-c][1,7]naphthyridin-6-yl)amino)pyridazine-3-carboxamide C(NC(=O)C=1N=NC=CC1NC1=NC=CC=2C=3C(CN(C12)C)=CN(N3)C([2H])([2H])[2H])([2H])([2H])[2H]